FC(=C1CCC(CC1)C(C1=CC=C2C(=N1)COCC2NC)(F)F)F 2-[[4-(difluoromethylene)cyclohexyl]-difluoromethyl]-N-methyl-6,8-dihydro-5H-pyrano[3,4-b]pyridin-5-amine